2-[(6-{5-chloro-2-[(oxacyclohex-4-yl)amino]pyrimidin-4-yl}-1-oxo-2,3-dihydro-1H-isoindol-2-yl)methyl]pyrrolidine-1-carboxylic acid tert-butyl ester C(C)(C)(C)OC(=O)N1C(CCC1)CN1C(C2=CC(=CC=C2C1)C1=NC(=NC=C1Cl)NC1CCOCC1)=O